1-[(6-{3-Azabicyclo[3.1.0]hex-3-yl}-2-(methoxymethyl)pyridin-3-yl)methyl]-1H-1,2,3-triazole-4-carboxylic acid C12CN(CC2C1)C1=CC=C(C(=N1)COC)CN1N=NC(=C1)C(=O)O